tert-butyl ((4-bromo-1-(4-(pentafluoro-λ6-sulfanyl)phenyl)-1H-indazol-3-yl)methyl)carbamate BrC1=C2C(=NN(C2=CC=C1)C1=CC=C(C=C1)S(F)(F)(F)(F)F)CNC(OC(C)(C)C)=O